1-bromo-2-(2,4-difluorophenoxy)-4-methoxy-5-nitrobenzene BrC1=C(C=C(C(=C1)[N+](=O)[O-])OC)OC1=C(C=C(C=C1)F)F